N-((2-(2,6-dioxopiperidin-3-yl)-1-oxoisoindolin-5-yl)methyl)-3-(1H-indol-3-yl)propanamide O=C1NC(CCC1N1C(C2=CC=C(C=C2C1)CNC(CCC1=CNC2=CC=CC=C12)=O)=O)=O